C1(CCCC1)S(=O)(=O)OC methyl cyclopentyl-sulfonate